isopropyl-Azole t-butyl-(Z)-3-(2-nitrophenyl)-2-((phenylthio)methyl)acrylate C(C)(C)(C)OC(/C(=C/C1=C(C=CC=C1)[N+](=O)[O-])/CSC1=CC=CC=C1)=O.C(C)(C)C=1NC=CC1